Methyl ((3-phenylpropoxy) carbonyl)-L-phenylalaninate C1(=CC=CC=C1)CCCOC(=O)N[C@@H](CC1=CC=CC=C1)C(=O)OC